ClC=1C=C(C=C(C1)Cl)C1=NC(=CC(=C1)CN1CCC(CC1)CC(=O)N)OC=1C=NC(=CC1)N1CCN(CC1)CCCS(=O)(=O)C 2-(1-((2-(3,5-dichlorophenyl)-6-((6-(4-(3-(methylsulfonyl)propyl)piperazin-1-yl)pyridin-3-yl)oxy)pyridin-4-yl)methyl)piperidin-4-yl)acetamide